2-(4-methylpiperazin-1-yl)-5-(4,4,5,5-tetramethyl-1,3,2-dioxaborolan-2-yl)pyrimidine CN1CCN(CC1)C1=NC=C(C=N1)B1OC(C(O1)(C)C)(C)C